O1C=CC2=C1C=CC(=C2)N(C(CNC2=NC(=CC(=C2C#N)C(F)(F)F)C(F)(F)F)=O)C N-(benzofuran-5-yl)-2-((3-cyano-4,6-bis(trifluoromethyl)pyridin-2-yl)amino)-N-methylacetamide